OC[C@H]1OC([C@H]2[C@@H]1OC(O2)(C)C)=O (3aR,6R,6aR)-6-(hydroxymethyl)-2,2-dimethyl-6,6a-dihydro-3aH-furo[3,4-d][1,3]dioxol-4-one